NC=1C(N(N=CC1Br)CC1=CC=C(C=C1)OC)=O 4-amino-5-bromo-2-(4-methoxybenzyl)pyridazin-3(2H)-one